C(C)N1C(NC(CC1=O)=O)=O 1-ethyl-2,4,6-trioxo-hexahydro-pyrimidine